(R)-1-bromopropan-2-yl acetate C(C)(=O)O[C@@H](CBr)C